({[(tert-butoxy)carbonyl]amino}methyl)-1-ethyl-6-fluoro-3-methyl-1H-1,3-benzodiazol-3-ium iodide [I-].C(C)(C)(C)OC(=O)NCC1=[N+](C2=C(N1CC)C=C(C=C2)F)C